C(CC)(=O)C1CCC(CC1)O p-propionyl-cyclohexanol